M-bis(triphenylsilyl)benzene C1(=CC=CC=C1)[Si](C1=CC(=CC=C1)[Si](C1=CC=CC=C1)(C1=CC=CC=C1)C1=CC=CC=C1)(C1=CC=CC=C1)C1=CC=CC=C1